(7-bromo-8-fluoro-2-(((2r,7as)-2-fluoro-hexahydro-1H-pyrrolizin-7a-yl)methoxy)quinazolin-4-yl)-1-oxa-6-azaspiro[3.5]nonane BrC1=CC=C2C(=NC(=NC2=C1F)OC[C@]12CCCN2C[C@@H](C1)F)C1OC2(C1)CNCCC2